CN(C1=CC=C(CCNC(C2=C(C=C(C=C2)F)C(=O)N2C[C@H](CC2)OC2=NC=C(C=C2)C(F)(F)F)=O)C=C1)C (S)-N-(4-(dimethylamino)phenethyl)-4-fluoro-2-(3-((5-(trifluoromethyl)pyridin-2-yl)oxy)pyrrolidine-1-carbonyl)benzamide